methyl-tributyl-phosphine chloride [Cl-].CC(CCC)P(CCCC)CCCC